1-nitroso-2-pyrrolidinone N(=O)N1C(CCC1)=O